3-(5-(1,3,4-thiadiazol-2-yl)pyridin-3-yl)-4-methoxyphenol S1C(=NN=C1)C=1C=C(C=NC1)C=1C=C(C=CC1OC)O